C1(CC1)C1=C(C(=NO1)C1=C(C=CC=C1Cl)Cl)COC1C(CN(CC1)C1=CC=C(C=C1)C#C)(F)F 5-cyclopropyl-3-(2,6-dichlorophenyl)-4-(((1-(4-ethynylphenyl)-3,3-difluoropiperidin-4-yl)oxy)methyl)isoxazole